5-(bromomethyl)-6-chloro-2-cyclopropyl-1,3-benzoxazole BrCC=1C(=CC2=C(N=C(O2)C2CC2)C1)Cl